OCCNC1=CC(=C2C(=N1)C=C(S2)C2=CC=NN2)NCC(CO)(C)C (6s)-3-(5-(2-hydroxyethylamino)-2-(1H-pyrazol-5-yl)thieno[3,2-b]pyridin-7-ylamino)-2,2-dimethyl-1-propanol